thiophenide S1[C-]=CC=C1